CC1=CC=C(C=C1)S(=O)(=O)OCCCOCC1=CC=CC=C1 3-(benzyloxy)propyl p-toluenesulfonate